ONC(C(CCCCCCCCCCCCCC)S(=O)(=O)O)=O 1-(hydroxyamino)-1-oxohexadecane-2-sulfonic acid